O=C1N(C2(CC2)C(N1)=O)CC1CCC(CC1)NC(OC(C)(C)C)=O tert-butyl ((1s,4s)-4-((5,7-dioxo-4,6-diazaspiro[2.4]heptan-4-yl)methyl)cyclohexyl)carbamate